N-hydroxyisoindoline-4-carboxamide hydrochloride Cl.ONC(=O)C=1C=2CNCC2C=CC1